ClC=1C=C2C(=C(C=NC2=CC1)S(=O)(=O)N1CCOCC1)NC1=C(C(=O)O)C=C(C=C1)C(F)(F)F 2-[(6-chloro-3-morpholinosulfonyl-4-quinolyl)amino]-5-(trifluoromethyl)benzoic acid